ethynyl-Triethoxysilane C(#C)[Si](OCC)(OCC)OCC